(4-(benzo[d][1,3]dioxol-4-ylmethyl)-2-(2-isopropylphenyl)piperazin-1-yl)-7-azaspiro[3.5]nonane O1COC2=C1C=CC=C2CN2CC(N(CC2)C2CCC21CCNCC1)C1=C(C=CC=C1)C(C)C